BrC=1C=NC=C(C1CBr)Cl 3-bromo-4-(bromomethyl)-5-chloropyridine